5-phenyl-2,4-pentadienoic acid phenyl ester C1(=CC=CC=C1)OC(C=CC=CC1=CC=CC=C1)=O